C([O-])([O-])=O.[Sm+3].NC1=C2N=CN(C2=NC(=N1)Cl)[C@H]1C[C@@H]([C@](O1)(CO)C#C)O.C([O-])([O-])=O.C([O-])([O-])=O.[Sm+3] (2R,3S,5R)-5-(6-Amino-2-chloro-purin-9-yl)-2-ethynyl-2-(hydroxymethyl)tetrahydrofuran-3-ol Samarium (III) carbonate